COS(=O)(=O)CC1CN(CCC1)C1COCC1 (1-(tetrahydrofuran-3-yl)piperidin-3-yl)methanesulfonic acid methyl ester